C(C)(=O)NC1=CC=C(CN2CC(CCC2)(C(=O)OC)CCC2=CC=CC=C2)C=C1 methyl 1-(4-acetamidobenzyl)-3-phenethylpiperidine-3-carboxylate